1-(4-chloro-2-fluorophenyl)piperidine-4-carboxylic acid ClC1=CC(=C(C=C1)N1CCC(CC1)C(=O)O)F